C(C)(C)(C)OC(NCCOCC=O)=O (2-(2-oxoethoxy)ethyl)carbamic acid tert-butyl ester